(R)-5-((2-(2-chloro-4-fluorophenyl)-2-azaspiro[3.3]heptan-6-yl)oxy)-2'-ethoxy-N-(pyrrolidin-3-yl)-[2,3'-bipyridine]-6-carboxamide ClC1=C(C=CC(=C1)F)N1CC2(C1)CC(C2)OC=2C=CC(=NC2C(=O)N[C@H]2CNCC2)C=2C(=NC=CC2)OCC